C(CCC(=O)OCC=CCCC=CCC)(=O)OCC=CCCC=CCC non-2,6-dien-1-yl (non-2,6-dien-1-yl) succinate